(3R,4S)-1-(6-chloropyrazolo[1,5-a]pyrazin-4-yl)-3-cyclopropyl-4-methyl-2-oxopyrrolidine-3-carbonitrile ClC=1N=C(C=2N(C1)N=CC2)N2C([C@]([C@@H](C2)C)(C#N)C2CC2)=O